(1R,3S,5R)-2-(((R)-6-(2-chloro-3-fluorophenyl)-5-(methoxycarbonyl)-2-(thiazol-2-yl)-3,6-dihydropyrimidin-4-yl)methyl)-2-azabicyclo[3.1.0]hexane-3-carboxylic acid ClC1=C(C=CC=C1F)[C@H]1C(=C(NC(=N1)C=1SC=CN1)CN1[C@@H]2C[C@@H]2C[C@H]1C(=O)O)C(=O)OC